Cl.FC(C(=O)N)(F)F 2,2,2-trifluoroacetamide hydrochloride